O[C@@H]1C[C@H](N(C1)C([C@H](C)NC([C@H](CC(C)C)NC(CCC(=O)OC)=O)=O)=O)C(NCC1=CC=C(C=C1)C1=C(N=CS1)C)=O methyl 4-(((S)-1-(((S)-1-((2S,4R)-4-hydroxy-2-((4-(4-methylthiazol-5-yl) benzyl) carbamoyl) pyrrolidin-1-yl)-1-oxopropan-2-yl) amino)-4-methyl-1-oxopentan-2-yl) amino)-4-oxobutanoate